N1(CCOCC1)C=1C(=NC=CC1)C#N (Morpholin-4-yl)pyridine-2-carbonitrile